Benzenesulfonic acid methyl ester COS(=O)(=O)C1=CC=CC=C1